D-fructofuranosyl-(2→5)-α-L-sorbopyranose OCC1([C@@H](O)[C@H](O)[C@H](O1)CO)O[C@@H]1[C@H]([C@@H]([C@](CO)(O)OC1)O)O